1-(4-fluorophenyl)-6-methyl-5-(2-(methylsulfonyl)-5-phenylhexahydrocyclopenta[c]pyrrol-3a(1H)-yl)-1H-indazole FC1=CC=C(C=C1)N1N=CC2=CC(=C(C=C12)C)C12C(CN(C1)S(=O)(=O)C)CC(C2)C2=CC=CC=C2